6-bromo-3,4-dimethyl-1H-isochromen-1-one BrC=1C=C2C(=C(OC(C2=CC1)=O)C)C